1-Benzyl 3-methyl 2-((3-fluoro-11-oxo-6,8,9,11-tetrahydro-7H-pyrido[2,1-b]quinazolin-6-yl)methyl)malonate FC1=CC=C2C(N3C(=NC2=C1)C(CCC3)CC(C(=O)OCC3=CC=CC=C3)C(=O)OC)=O